FC(C=1C=NN(C1)C=C1CC2(CN(C2)C(=O)OC(C)(C)C)C1)(F)F tert-Butyl 6-[[4-(trifluoromethyl)pyrazol-1-yl]methylene]-2-azaspiro[3.3]heptane-2-carboxylate